ammonium 3-fluoro-5-nitrophthalate FC1=C(C(C(=O)[O-])=CC(=C1)[N+](=O)[O-])C(=O)[O-].[NH4+].[NH4+]